C1CC12CCN(CC2)C2=C(C(=O)NC1=CC=NC3=CC(=CC=C13)C1CC1)C=CC(=C2)NS(=O)(=O)CCO 2-{6-Azaspiro[2.5]octane-6-yl}-N-(7-cyclopropylquinolin-4-yl)-4-(2-hydroxyethanesulfonylamino)benzamide